N1C(=NC2=C1C=CC=C2)CCN2C(=NC1=C2C=CC=C1)CCNCCC=1OC=C(N1)C(=O)NCC1=NC=CC=C1F 2-(2-((2-(1-(2-(1H-benzo[d]imidazol-2-yl)ethyl)-1H-benzo[d]imidazol-2-yl)ethyl)amino)ethyl)-N-((3-fluoropyridin-2-yl)methyl)oxazole-4-carboxamide